2-(3,5-dimethylpiperidin-1-yl)acetonitrile CC1CN(CC(C1)C)CC#N